Butylboron C(CCC)[B]